tert-butyl(1-(3',7'-di(azetidin-1-yl)-3-oxo-3H-dispiro[isobenzofuran-1,10'-dibenzo[b,e]siline-5',1''-silinan]-6-yl)-1-oxo-5,8,11-trioxa-2-azatridecan-13-yl) carbamate C(N)(OC(COCCOCCOCCNC(=O)C1=CC=C2C(OC3(C4=C(C=C(C=C4)N4CCC4)[Si]4(CCCCC4)C4=C3C=CC(=C4)N4CCC4)C2=C1)=O)C(C)(C)C)=O